BrC1=CN=C(S1)CC(=O)OCC ethyl 2-(5-bromo-1,3-thiazol-2-yl)acetate